5-bromo-1,3-dihydro-2H-imidazo[4,5-b]pyrazin-2-one BrC=1N=C2C(=NC1)NC(N2)=O